FC1=C(CNC(=O)C=2OC=C(N2)C2=NC(=NC=C2C)NC2=CC=NN2C)C(=CC=C1)F N-(2,6-difluorobenzyl)-4-(5-methyl-2-((1-methyl-1H-pyrazol-5-yl)amino)pyrimidin-4-yl)oxazole-2-carboxamide